3-(2-((7-bromo-1-(2-isopropyl-4-methylpyridin-3-yl)-2,4-dioxo-1,2,3,4-tetrahydroquinazolin-5-yl)oxy)ethyl)piperazine-1-carboxylic acid tert-butyl ester C(C)(C)(C)OC(=O)N1CC(NCC1)CCOC1=C2C(NC(N(C2=CC(=C1)Br)C=1C(=NC=CC1C)C(C)C)=O)=O